ClC1=CC=C(C=C1)[C@H](N1CCN(CC1)C(=O)N1C[C@@H]2[C@@H](OCC(N2)=O)CC1)C1=CC=CC=C1 |&1:7| rac-cis-6-(4-((4-Chlorophenyl)(phenyl)methyl)piperazine-1-carbonyl)hexahydro-2H-pyrido[4,3-b][1,4]oxazin-3(4H)-one